3-(5-((4-(6-(5-((R)-2-(2,5-difluorophenyl)pyrrolidin-1-yl)pyrazolo[1,5-a]pyrimidine-3-yl)pyridin-2-yl)piperazin-1-yl)methyl)-4-fluoro-1-oxoisoindolin-2-yl)piperidine-2,6-dione FC1=C(C=C(C=C1)F)[C@@H]1N(CCC1)C1=NC=2N(C=C1)N=CC2C2=CC=CC(=N2)N2CCN(CC2)CC=2C(=C1CN(C(C1=CC2)=O)C2C(NC(CC2)=O)=O)F